Cl.Cl.CN1N=C(C2=CC=CC(=C12)N1C[C@@H](N(CC1)CC1CCNCC1)C)C1C(NC(CC1)=O)=O 3-(1-methyl-7-((S)-3-methyl-4-(piperidin-4-ylmethyl)piperazin-1-yl)-1H-indazol-3-yl)piperidine-2,6-dione dihydrochloride